C(N)(=N)C1=CC=C(C=C1)CSC1=C(C(=NN1)C1CN(CCC1)S(=O)(=O)N1CC(CC1)O)OC 3-(5-{[(4-Carbamimidoylphenyl)methyl]sulfanyl}-4-methoxy-1H-pyrazol-3-yl)-1-[(3-hydroxypyrrolidin-1-yl)sulfonyl]piperidin